CC(C)[Si](OC)(OC)C 2-propyl-(methyl)dimethoxysilane